CNC(=O)C=1C=C2C=CC=NC2=C(N1)N1CCCC2=CC(=C(C=C12)C(F)F)C=1CCN(CC1)C 8-[7-difluoromethyl-6-(1-methyl-1,2,3,6-tetrahydropyridin-4-yl)-3,4-dihydro-2H-quinolin-1-yl]-[1,7]naphthyridine-6-carboxylic acid methylamide